pyrazine hydrogen chloride Cl.N1=CC=NC=C1